2-[(1S)-1-aminoethyl]-5-chloro-N-[(furan-2-yl)methyl]thieno[3,2-b]pyridin-7-amine N[C@@H](C)C1=CC2=NC(=CC(=C2S1)NCC=1OC=CC1)Cl